4-hydrazino-5-methylpyrimidine-2(1H)-one N(N)C1=NC(NC=C1C)=O